2-((5-fluoropyrimidin-2-yl)oxy)ethan-1-amine FC=1C=NC(=NC1)OCCN